methyluridine 5'-triphosphate P(O)(=O)(OP(=O)(O)OP(=O)(O)O)OC[C@@H]1[C@H]([C@H]([C@@](O1)(N1C(=O)NC(=O)C=C1)C)O)O